1-benzyl 3-ethyl (S)-piperidine-1,3-dicarboxylate N1(C[C@H](CCC1)C(=O)OCC)C(=O)OCC1=CC=CC=C1